C1(CC1)S(=O)(=O)NC=1SC(=C(N1)C(C(=O)NC1=CC=C(C=C1)C=1C=NC=CC1)(C)C)C 2-(2-(cyclopropanesulfonylamino)-5-methylthiazol-4-yl)-2-methyl-N-(4-(pyridin-3-yl)phenyl)propanamide